FC1(CC(C1)C(N1C[C@@H](N(C[C@H]1CC)C=1C=2N=CN(C2N2C(N1)=NN=C2)C[C@H]2OCCC2)C)C2=CC=C(C=C2)C(F)(F)F)F 4-((2S,5R)-4-((3,3-difluorocyclobutyl)(4-(trifluoromethyl)phenyl)methyl)-5-ethyl-2-methylpiperazin-1-yl)-1-(((S)-tetrahydrofuran-2-yl)methyl)-1H-[1,2,4]triazolo[3,4-b]purine